ClC=1C=CC(=C(C(=O)NC2=C(C=CC=C2)Cl)C1)O 5-chloro-N-(2-chlorophenyl)-2-hydroxybenzoamide